N-(6-ethynylpyridin-3-yl)-3-(8-methyl-3-(p-tolyl)-1,4,8-triazaspiro[4.5]decan-1,3-dien-2-yl)acrylamide C(#C)C1=CC=C(C=N1)NC(C=CC1=NC2(N=C1C1=CC=C(C=C1)C)CCN(CC2)C)=O